1-capryloyloxy-pyrene-3,6,8-trisulfonic acid C(CCCCCCC)(=O)OC1=CC(=C2C=CC=3C(=CC(=C4C=CC1=C2C34)S(=O)(=O)O)S(=O)(=O)O)S(=O)(=O)O